[Si](C1=CC=CC=C1)(C1=CC=CC=C1)(C(C)(C)C)OCC12CN(C(C1)(C2)CO)C(=O)OC(C)(C)C tert-butyl 4-(((tert-butyldiphenylsilyl)oxy)methyl)-1-(hydroxymethyl)-2-azabicyclo[2.1.1]hexane-2-carboxylate